N-[3-(3-aminopropylcarbamoylamino)propyl]-4-[[3-(2,3-difluoro-4-methoxyphenyl)imidazo[1,2-a]pyrazin-8-yl]amino]-2-ethyl-benzamide NCCCNC(=O)NCCCNC(C1=C(C=C(C=C1)NC=1C=2N(C=CN1)C(=CN2)C2=C(C(=C(C=C2)OC)F)F)CC)=O